CC(C)(C)S(=O)/N=C/C1=CC=CC2=CC=CC=C12 (E)-2-Methyl-N-(naphthalen-1-ylmethylene)propane-2-sulfinamide